FC(C1=CC=C(C=C1)C1=CN(C2=NC=CC(=C21)OC2=C(C=C(C=C2F)NC(=O)NCC2(COC2)F)F)COCC[Si](C)(C)C)F N-{4-[(3-[4-(difluoromethyl)phenyl]-1-{[2-(trimethylsilyl)ethoxy]methyl}-1H-pyrrolo[2,3-b]pyridin-4-yl)oxy]-3,5-difluorophenyl}-N'-[(3-fluorooxetan-3-yl)methyl]urea